(S)-1-(2-Nitro-4-(tetrazol-1-yl)phenyl)piperidin-3-ol [N+](=O)([O-])C1=C(C=CC(=C1)N1N=NN=C1)N1C[C@H](CCC1)O